(S)-3-(4-fluoro-3-methylphenyl)-1-(8-fluoro-6-oxo-1,4,5,6-tetrahydro-2H-pyrano[3,4-c]isoquinolin-1-yl)-1-isobutylurea FC1=C(C=C(C=C1)NC(N(CC(C)C)[C@@H]1COCC=2NC(C=3C=C(C=CC3C21)F)=O)=O)C